CC1=CC(=C(C=C1)N=NC2=C3C=CC(=CC3=CC(=C2O)S(=O)(=O)[O-])S(=O)(=O)[O-])C The molecule is an organosulfonate oxoanion resulting from the removal of a proton from both of the sulfo groups of 4-[(2,4-dimethylphenyl)diazenyl]-3-hydroxynaphthalene-2,7-disulfonic acid. It is a conjugate base of a 4-[(2,4-dimethylphenyl)diazenyl]-3-hydroxynaphthalene-2,7-disulfonic acid.